4-carboxy-1-cyclohexanemethanol C(=O)(O)C1CCC(CC1)CO